[Si](C)(C)(C(C)(C)C)OCC=1C=C2CN(CC2=CC1)C=1C=NC(=CC1)[N+](=O)[O-] 5-(((tert-butyldimethylsilyl)oxy)methyl)-2-(6-nitropyridin-3-yl)isoindoline